C(C)(C)(C)OC(=O)N1C2CN(CC1CC2)C2=NC(=NC1=C(C(=C(C=C21)C=C)C2=CC(=CC1=CC=CC=C21)OCOC)F)Cl 3-[2-chloro-8-fluoro-7-[3-(methoxymethoxy)-1-naphthyl]-6-vinyl-quinazolin-4-yl]-3,8-diazabicyclo[3.2.1]octane-8-carboxylic acid tert-butyl ester